[Sn].C(CCCCCCCCCCCCCCCCC)(=O)OCC(CO)(CO)CO pentaerythritol monostearate stannum